tert-butyl 2-methyl-6,7-dihydrooxazolo[5,4-c]pyridine-5(4H)-carboxylate CC=1OC=2CN(CCC2N1)C(=O)OC(C)(C)C